2-(6-(((R)-1-(3-(difluoromethyl)-2-fluorophenyl)ethyl)amino)-5-(1,3-dioxolane-2-yl)-2-methoxypyrimidin-4-yl)-N-(pyridazin-4-yl)propanamide FC(C=1C(=C(C=CC1)[C@@H](C)NC1=C(C(=NC(=N1)OC)C(C(=O)NC1=CN=NC=C1)C)C1OCCO1)F)F